(2S,3S,4S,5R)-4-[[3-(2-ethoxy-3,4-difluoro-phenyl)-4,5-dimethyl-5-(trifluoromethyl)tetrahydrofuran-2-carbonyl]amino]-1-oxo-pyridin-1-ium-2-carboxamide C(C)OC1=C(C=CC(=C1F)F)[C@H]1C(O[C@]([C@H]1C)(C(F)(F)F)C)C(=O)NC1=C[C@H]([N+](C=C1)=O)C(=O)N